ClC=1C=C(C=CC1F)C(C=1NC(=C(N1)C)S(=O)(=O)C)OC1=CC(=C(C=C1)F)C 2-[(3-chloro-4-fluorophenyl)-(4-fluoro-3-methylphenoxy)methyl]-4-methyl-5-methylsulfonyl-1H-imidazole